2-(2-methylbenzyl)-6-(methylcarbamoyl)isonicotinic acid tert-butyl ester C(C)(C)(C)OC(C1=CC(=NC(=C1)C(NC)=O)CC1=C(C=CC=C1)C)=O